C(#N)[C@]1([C@H](C1)F)C1=C(C(=O)OC)C=CC(=C1F)C(F)(F)F methyl 2-((1r,2s)-1-cyano-2-fluorocyclopropyl)-3-fluoro-4-(trifluoromethyl)benzoate